NC(C(=O)O)CCCN 2,5-diamino-valeric acid